CC1C(CC2C3CCC(C2C1)C3)=O octahydro-7-methyl-1,4-methylenenaphthalen-6(2H)-one